ClC1=CC(=C2C(=N1)C(=NN2C2OCCCC2)C2CCC2)C=O 5-chloro-3-cyclobutyl-1-(tetrahydro-2H-pyran-2-yl)-1H-pyrazolo[4,3-b]pyridine-7-carbaldehyde